3-cyclopropyl-N-[(2E)-imidazolidin-2-ylidene]-4-[2-(4-methylpentanamido)phenoxy]benzamide C1(CC1)C=1C=C(C(=O)N=C2NCCN2)C=CC1OC1=C(C=CC=C1)NC(CCC(C)C)=O